Ethyl (S)-2-((4-(6-((4-cyano-2-methoxybenzyl) oxy) pyridin-2-yl)-5,6-dihydro-1,2,4-triazin-1(4H)-yl) methyl)-4-fluoro-1-(oxetan-2-ylmethyl)-1H-benzo[d]imidazole-6-carboxylate C(#N)C1=CC(=C(COC2=CC=CC(=N2)N2C=NN(CC2)CC2=NC3=C(N2C[C@H]2OCC2)C=C(C=C3F)C(=O)OCC)C=C1)OC